propyldimethylhydroxypropyl-ammonium behenate chloride [Cl-].C(CCCCCCCCCCCCCCCCCCCCC)(=O)[O-].C(CC)[N+](CCCO)(C)C.C(CC)[N+](C)(C)CCCO